FC1=CC=C(C=C1)S(=O)(=O)NCC(=O)NC1=CC=C(C=C1)S(=O)(=O)N1CCSCC1 2-(4-Fluorobenzenesulfonamido)-N-[4-(thiomorpholine-4-sulfonyl)phenyl]acetamide